4-{[(3-{1-[(3-Hydroxypyrrolidin-1-yl)sulfonyl]-4-oxoazetidin-2-yl}-4-methyl-1H-pyrazol-5-yl)sulfanyl]methyl}benzol OC1CN(CC1)S(=O)(=O)N1C(CC1=O)C1=NNC(=C1C)SCC1=CC=CC=C1